O1CCOC12CCN(CC2)C2C(CCC2)OC=2C=C1CN(C(C1=CC2)=O)C2C(NC(CC2)=O)=O 3-(5-((2-(1,4-dioxa-8-azaspiro[4.5]decan-8-yl)cyclopentyl)oxy)-1-oxoisoindolin-2-yl)piperidine-2,6-dione